ClC1=CC=2C(=NN(N2)C2=C(C(=CC(=C2)C)C(C)(C)C)O)C=C1 2-{5-chloro-(2H)-benzotriazol-2-yl}-4-methyl-6-tert-butylphenol